(S)-1-N-Boc-2-methylpyrrolidine C(=O)(OC(C)(C)C)N1[C@H](CCC1)C